C1(CC1)C1=NC=C(C(=N1)OC[C@@H]1CN(CC1)C1=NC=C(C=C1)OC(F)F)C#N (S)-2-cyclopropyl-4-((1-(5-(difluoromethoxy)pyridin-2-yl)pyrrolidin-3-yl)methoxy)pyrimidine-5-carbonitrile